[Sn+4].[F-].[F-].[F-].[F-] Fluoride Tin